C(C)(C)(C)OC(=O)N1CC2=CC(=CC=C2CC1)O 7-hydroxy-1,2,3,4-tetrahydroisoquinoline-2-carboxylic acid tert-butyl ester